CON(C(=O)[C@@H]1C([C@@H](C1)NC(OC(C)(C)C)=O)(C)C)C tert-butyl {(1R,3S)-3-[methoxy(methyl)carbamoyl]-2,2-dimethylcyclobutyl}carbamate